5-Ethyl-1,4,5,7-tetrahydropyrano[3,4-c]pyrazole-3-carboxylic acid ethyl ester C(C)OC(=O)C=1C2=C(NN1)COC(C2)CC